trans-(1R,2R)-2-((4-(benzo[d]thiazol-6-ylamino)-7-(1-methyl-1H-pyrazol-4-yl)quinazolin-5-yl)oxy)cyclobutan-1-ol S1C=NC2=C1C=C(C=C2)NC2=NC=NC1=CC(=CC(=C21)O[C@H]2[C@@H](CC2)O)C=2C=NN(C2)C